Ethyl 1-(5-bromo-2-chlorophenyl)-1H-pyrazole-5-carboxylate BrC=1C=CC(=C(C1)N1N=CC=C1C(=O)OCC)Cl